C(C)OC(/C=C/C[C@@H](CC(C)C)[C@H]1N(C(OC1)(C)C)C(=O)OC(C)(C)C)=O |r| Racemic-tert-butyl (4R)-4-[(E,1R)-5-ethoxy-1-isobutyl-5-oxo-pent-3-enyl]-2,2-dimethyl-oxazolidine-3-carboxylate